N-(1-(7,8-Difluoro-1-oxo-1,2-dihydroisoquinolin-4-yl)ethyl)-N-methyl-1,4,5,6-tetrahydrocyclopenta[b]pyrrole-2-carboxamide FC1=CC=C2C(=CNC(C2=C1F)=O)C(C)N(C(=O)C1=CC2=C(N1)CCC2)C